[Cl-].C(C(=C)C)(=O)NCCC[N+](CCCC)(C)C methacrylamidopropyl-dimethyl-butyl-ammonium chloride